FC(C(C(=O)OCC)=C)C1=CC=CC=C1 Ethyl 2-(fluoro(phenyl)methyl)acrylate